4,6-dichloro-2-methoxy-pyrimidine ClC1=NC(=NC(=C1)Cl)OC